CN1C[C@@H]([C@H](CC1)NC(=O)C1=CC(=CC2=C1N=CN2CC(F)(F)F)C#CCNC2=CC(=C(C(=O)O)C=C2OC)F)C 4-[3-[7-[[(3S,4S)-1,3-dimethyl-4-piperidyl]carbamoyl]-3-(2,2,2-trifluoroethyl)benzimidazol-5-yl]prop-2-ynylamino]-2-fluoro-5-methoxy-benzoic acid